[4-(chloromethyl)thiazol-2-yl]Carbamic acid tert-butyl ester C(C)(C)(C)OC(NC=1SC=C(N1)CCl)=O